methoxyl-amine hydrochloride Cl.O(C)N